ClC1=CC=CC2=C1N=C(S2)C2CCCC2 chloro-2-cyclopentylbenzothiazole